3-(2,6-dibenzyloxy-3-pyridyl)-7-[4-[3-methoxy-4-(4,4,5,5-tetramethyl-1,3,2-dioxaborolan-2-yl)phenyl]-1-piperidyl]-1-methyl-indazole C(C1=CC=CC=C1)OC1=NC(=CC=C1C1=NN(C2=C(C=CC=C12)N1CCC(CC1)C1=CC(=C(C=C1)B1OC(C(O1)(C)C)(C)C)OC)C)OCC1=CC=CC=C1